(4-fluorophenyl)-9-phenylacridin-10-ium perchlorate Cl(=O)(=O)(=O)[O-].FC1=CC=C(C=C1)C1=CC=CC2=[NH+]C3=CC=CC=C3C(=C12)C1=CC=CC=C1